S1(C=CC=C2C1=CC=C2)=O 4-benzothiophen-1-one